5-((4-(2,3-difluorophenyl)piperidin-1-yl)methyl)-2-(2,4-dioxotetrahydropyrimidin-1(2H)-yl)isoindoline-1,3-dione FC1=C(C=CC=C1F)C1CCN(CC1)CC=1C=C2C(N(C(C2=CC1)=O)N1C(NC(CC1)=O)=O)=O